Tert-butyl N-[2-[4-(hydroxymethyl)cyclohexyl]-6-(trifluoromethoxy)indazol-5-yl]carbamate OCC1CCC(CC1)N1N=C2C=C(C(=CC2=C1)NC(OC(C)(C)C)=O)OC(F)(F)F